7-chloro-3-(4-methoxyphenyl)-3,4-dihydroacridine-1,9(2H,10H)-dione ClC1=CC=C2NC=3CC(CC(C3C(C2=C1)=O)=O)C1=CC=C(C=C1)OC